10(Z)-Nonadecenoic acid CCCCCCCC/C=C\CCCCCCCCC(=O)O